(E)-4-fluoro-3-trifluoromethyl-cinnamic acid FC1=C(C=C(/C=C/C(=O)O)C=C1)C(F)(F)F